C(=O)(O)C=1C=CC(=NC1)C1=CC=C(C=N1)C(=O)O 6-(5-carboxypyridin-2-yl)pyridine-3-formic acid